2-methyl-2,3,6,7,8,9-hexahydro-1H-cyclopenta[a]Naphthalene-1-one CC1CC=2C(=C3CCCCC3=CC2)C1=O